2-propenyl-1-octyloxyethane 3-(Bromomethyl)-3-hydroxyazetidine-1-carboxylate BrCC1(CN(C1)C(=O)O)O.C(=CC)CCOCCCCCCCC